ClC1=CC=C(C=C1)CCC[C@@H](B1OC(C(O1)(C)C)(C)C)NC([C@@H](COC)NC(=O)C1=NC=CN=C1)=O N-((R)-1-(((R)-4-(4-chlorophenyl)-1-(4,4,5,5-tetramethyl-1,3,2-dioxaborolan-2-yl)butyl)amino)-3-methoxy-1-oxopropan-2-yl)pyrazine-2-carboxamide